sodium oleic acid methyl-taurate CNCCS(=O)(=O)[O-].C(CCCCCCC\C=C/CCCCCCCC)(=O)O.[Na+]